C(C1=CC=CC=C1)(C1=CC=CC=C1)(C1=CC=CC=C1)N1C=NC(=C1)C=O (1-trityl-1H-imidazol-4-yl)methanone